3-(N-(1,2-bis(1-methylpropoxycarbonyl)ethyl)amino)propyltrimethoxysilane CC(CC)OC(=O)C(CC(=O)OC(CC)C)NCCC[Si](OC)(OC)OC